N-((3R,5R)-5-fluoropiperidin-3-yl)-4-(4-methoxyphenyl)phthalazin-1-amine F[C@@H]1C[C@H](CNC1)NC1=NN=C(C2=CC=CC=C12)C1=CC=C(C=C1)OC